(±)-1,1,1-trifluoropropan-2-ol FC([C@@H](C)O)(F)F |r|